N1(CCCC1)C1CC=2C=CC(=CC2CC1)N 6-(pyrrolidin-1-yl)-5,6,7,8-tetrahydronaphthalen-2-amine